3-aminopropyl 3,6-dichloro-2-methoxybenzoate ClC=1C(=C(C(=O)OCCCN)C(=CC1)Cl)OC